methyl 5-[3-[4-[3-[tert-butoxycarbonyl(methyl)amino]prop-1-ynyl]-2-fluoro-phenoxy]propyl]-2-[2-(2,2-dimethyl-1,3-dioxolan-4-yl)ethylamino]thiazole-4-carboxylate C(C)(C)(C)OC(=O)N(CC#CC1=CC(=C(OCCCC2=C(N=C(S2)NCCC2OC(OC2)(C)C)C(=O)OC)C=C1)F)C